spiro[indole-3,4'-piperidin]-2-one N1CCC2(CC1)C(NC1=CC=CC=C12)=O